C(#N)C1=CC=C(C=C1)C1=CC=C(C=C1)OCC1(CN(CC1)C(C1=CC=C(C=C1)OC)=O)C(=O)NS(=O)(=O)COC 3-[({4'-cyano-[1,1'-biphenyl]-4-yl}oxy)methyl]-1-(4-methoxybenzoyl)-N-methoxymethanesulfonylpyrrolidine-3-carboxamide